Cl.CN[C@H]1CC([C@@H](C1)OCCCCC1=NC=2NCCCC2C=C1)(C)C |r| rac-(1S,4R)-N,3,3-trimethyl-4-(4-(5,6,7,8-tetrahydro-1,8-naphthyridin-2-yl)butoxy)cyclopentan-1-amine hydrochloride